1,4-bis(3-mercaptobutoxy)butane tert-butyl-2-chloro-8-(difluoromethyl)-8-methyl-7,8-dihydro-6H-pyrazolo[1,5-a]pyrrolo[2,3-e]pyrimidine-6-carboxylate C(C)(C)(C)OC(=O)N1CC(C2=C1C=NC=1N2N=C(C1)Cl)(C)C(F)F.SC(CCOCCCCOCCC(C)S)C